tert-butyl 8-(2-((19,19-dimethyl-17-oxo-3,6,9,12,15,18-hexaoxaicosyl)oxy)pyridin-4-yl)-3,8-diazabicyclo[3.2.1]octane-3-carboxylate CC(OC(COCCOCCOCCOCCOCCOC1=NC=CC(=C1)N1C2CN(CC1CC2)C(=O)OC(C)(C)C)=O)(C)C